C1=CC=C(C(=C1)S)Cl chlorothiophenol